N-Bocβ-Alanine C(=O)(OC(C)(C)C)NCCC(=O)O